CC(C(=O)[O-])C(CC(C(CC(C(CC(C(CC(C(CCC)=O)C)=O)C)=O)C)=O)C)=O 2,5,8,11,14-Pentamethyl-3,6,9,12,15-pentaoxooctadecanoat